isophthalic acid (isohexyl) (2-propylheptyl) ester C(CC)C(COC(C=1C=C(C(=O)OCCCC(C)C)C=CC1)=O)CCCCC